OC1=CC=C2C(C3(OC(C2=C1)C)CCCCC3)C3=CC=C(C=C3)N3CCC(CC3)C=O 1-(4-((1S,4S)-7'-hydroxy-1'-methylspiro[cyclohexane-1,3'-isochroman]-4'-yl)phenyl)piperidine-4-carbaldehyde